OC(CC(=O)O)(CC(=O)O)C(=O)O.COC1=CC=C2C(=N1)C1=C(C(=NC=C1)C1=CC=CC3=CC=CC=C13)N2 2-methoxy-6-(naphthalen-1-yl)-5H-pyrrolo[3,2-b:5,4-c']dipyridine 2-hydroxypropane-1,2,3-tricarboxylate